N-(2-carbamoyl-4-cyano-6-methyl-phenyl)-2-cyclopropyl-5-(difluoromethyl)pyrazole-3-carboxamide C(N)(=O)C1=C(C(=CC(=C1)C#N)C)NC(=O)C=1N(N=C(C1)C(F)F)C1CC1